4-((3-aminocyclobutyl)(methyl)amino)-1-(phenylsulfonyl)-1H-pyrrolo[2,3-b]pyridin-5-carbonitrile NC1CC(C1)N(C1=C2C(=NC=C1C#N)N(C=C2)S(=O)(=O)C2=CC=CC=C2)C